BrC1=CC(=C(C=C1Cl)S(=O)(=O)N(C1=NC=NC=C1)CC1=C(C=C(C=C1)OC)OC)F 4-bromo-5-chloro-N-(2,4-dimethoxybenzyl)-2-fluoro-N-(pyrimidin-4-yl)benzenesulfonamide